O=C1C2(NC3=C(N1)C=NC1=C3C=CN1S(=O)(=O)C1=CC=CC=C1)CN(C2)C(=O)OC(C)(C)C tert-Butyl 3'-oxo-7'-(phenylsulfonyl)-1',3',4',7'-tetrahydrospiro[azetidine-3,2'-pyrrolo[3',2':5,6]pyrido[3,4-b]pyrazine]-1-carboxylate